(R)-2-((6-fluoro-2-methylpyridin-3-yl)oxy)-4-methyl-N-(3-(S-methylsulfonimidoyl)phenyl)-5-(trifluoromethyl)nicotinamide FC1=CC=C(C(=N1)C)OC1=C(C(=O)NC2=CC(=CC=C2)[S@@](=O)(=N)C)C(=C(C=N1)C(F)(F)F)C